FC(CN1C(=NC2=NC=C(C=C21)C=2C=CN1N=C(N=CC12)NC1CCC(CC1)(O)C)C)F (1s,4s)-4-((5-(1-(2,2-difluoroethyl)-2-methyl-1H-imidazo[4,5-b]pyridin-6-yl)pyrrolo[2,1-f][1,2,4]triazin-2-yl)amino)-1-methylcyclohexan-1-ol